BrC1=CN=C(C(=N1)CN)Cl (6-bromo-3-chloro-pyrazin-2-yl)methylamine